bisphenol A phosphorus [P].OC1=CC=C(C=C1)C(C)(C)C1=CC=C(C=C1)O